C(C)(C)(C)C=1C=C(CN2C(=O)N(C(=O)N(C2=O)CC2=CC(=C(C(=C2)C(C)(C)C)O)C(C)(C)C)CC2=CC(=C(C(=C2)C(C)(C)C)O)C(C)(C)C)C=C(C1O)C(C)(C)C 1,3,5-tris(3,5-di-t-butyl-4-hydroxybenzyl)isocyanuric acid